6-(4-nitro-1H-imidazol-1-yl)-1H-indol [N+](=O)([O-])C=1N=CN(C1)C1=CC=C2C=CNC2=C1